2-((3,5-dicyano-4-ethyl-6-((R)-3-hydroxypyrrolidin-1-yl)pyridin-2-yl)thio)-2-phenylacetamide C(#N)C=1C(=NC(=C(C1CC)C#N)N1C[C@@H](CC1)O)SC(C(=O)N)C1=CC=CC=C1